O=C(CCCCCCCCCCOC1=C(C(=CC(=C1F)F)F)F)NC(=O)CCC(C(=O)O)N1CCN(CCN(CCN(CC1)CC(=O)O)CC(=O)O)CC(=O)O 4-{[l-1-oxo-11-(2,3,5,6-tetrafluorophenoxy)undecyl]carbamoyl}-2-[4,7,10-tris(carboxymethyl)-1,4,7,10-tetraazacyclododecan-1-yl]butanoic acid